4-Amino-2,6-dichloro-5-fluoronicotinoyl chloride NC1=C(C(=NC(=C1C(=O)Cl)Cl)Cl)F